N-((5-(trifluoromethyl)pyridin-2-yl)methyl)cyclobutanamine FC(C=1C=CC(=NC1)CNC1CCC1)(F)F